ClC=1C=CC(=C(C1)C(C)N1CC(C1)NC(=O)C=1N=NN(C1)C1CC1)OC(F)F N-(1-(1-(5-chloro-2-(difluoromethoxy)phenyl)ethyl)azetidin-3-yl)-1-cyclopropyl-1H-1,2,3-triazole-4-carboxamide